BrC1=CC(=C(C=C1)C(O)([2H])[2H])C(F)(F)F [4-bromo-2-(trifluoromethyl)phenyl](2H2)methanol